BrC1=CC=C(C=C1)C(C)C=1N=C(SC1)N 4-(1-(4-bromophenyl)ethyl)thiazol-2-amine